Methyl 3-chloro-6-(2-fluoro-3-(trifluoromethoxy) phenyl)picolinate ClC=1C(=NC(=CC1)C1=C(C(=CC=C1)OC(F)(F)F)F)C(=O)OC